BrC1=CC(=CC(=C1)S(=O)(=O)C)OCC(F)F 1-bromo-3-(2,2-difluoroethoxy)-5-(methylsulfonyl)benzene